CC=1C=CC=2N(C1)C(=CN2)C2=NC(=NC=C2)NC2=CC=C(C=N2)N2CCN(CC2)C(C)=O 1-(4-(6-((4-(6-Methylimidazo[1,2-a]pyridin-3-yl)pyrimidin-2-yl)amino)pyridin-3-yl)piperazin-1-yl)ethan-1-one